(2R)-3-{4-[2-(2-ethoxyethoxy)ethoxy]phenyl}-2-[4,7,10-tris(2-t-butoxy-2-oxoethyl)-1,4,7,10-tetraazacyclododec-1-yl]propanoic acid tert-butyl ester C(C)(C)(C)OC([C@@H](CC1=CC=C(C=C1)OCCOCCOCC)N1CCN(CCN(CCN(CC1)CC(OC(C)(C)C)=O)CC(OC(C)(C)C)=O)CC(=O)OC(C)(C)C)=O